tert-butyl (S)-4-(5-amino-6-((8-chloronaphthalen-1-yl)carbamoyl)-2-(((2S,4R)-4-fluoro-1-methylpyrrolidin-2-yl)methoxy)pyrimidin-4-yl)-3-methylpiperazine-1-carboxylate NC=1C(=NC(=NC1C(NC1=CC=CC2=CC=CC(=C12)Cl)=O)OC[C@H]1N(C[C@@H](C1)F)C)N1[C@H](CN(CC1)C(=O)OC(C)(C)C)C